FC(S(=O)(=O)C=1C=CC(=NC1)CC1CC2(CN(C2)C=O)C1)(F)F [6-[[5-(trifluoromethylsulfonyl)-2-pyridinyl]methyl]-2-azaspiro[3.3]heptan-2-yl]methanone